7-methyl-3-(3-oxo-3-(4-(3-(trifluoromethyl)phenyl)piperazin-1-yl)propyl)-3,5-dihydro-4H-pyrimido[5,4-b]indol-4-one CC=1C=CC=2C3=C(NC2C1)C(N(C=N3)CCC(N3CCN(CC3)C3=CC(=CC=C3)C(F)(F)F)=O)=O